SCC(C1=CC=CC=C1)(C1=CC=CC=C1)S dimercaptodiphenylethane